C1(CCC1)N1C(C(C2=CC=CC=C12)N=C(C1=CC=CC=C1)C1=CC=CC=C1)=O 1-cyclobutyl-3-((diphenylmethylene)amino)indol-2-one